COC(=O)C1=C(C=CC(=C1)N)C1=C(C=C(N)C=C1)C(=O)OC 2,2'-dimethoxycarbonyl-benzidine